FC1=CC=CC=2C3CC[C@@]4(C(\C(\[C@H](C4C3CCC12)CCC(=O)NC=1N=NC(=CC1)C)=C/O)=O)C 3-((13S,15S,Z)-4-fluoro-16-(hydroxymethylene)-13-methyl-17-oxo-7,8,9,11,12,13,14,15,16,17-decahydro-6H-cyclopenta[a]phenanthren-15-yl)-N-(6-methylpyridazin-3-yl)propanamide